benzyl 4-[(1-tert-butoxycarbonyl-3-fluoro-azetidin-3-yl)methyl]piperazine-1-carboxylate C(C)(C)(C)OC(=O)N1CC(C1)(F)CN1CCN(CC1)C(=O)OCC1=CC=CC=C1